tert-butyl trans-3-(pyrimidin-2-ylthio)-4-((4-(trifluoromethyl)benzyl)oxy)pyrrolidine-1-carboxylate N1=C(N=CC=C1)S[C@@H]1CN(C[C@H]1OCC1=CC=C(C=C1)C(F)(F)F)C(=O)OC(C)(C)C